3-(5-([1,1'-biphenyl]-4-yl)-1,3,4-oxadiazol-2-yl)-3-fluoropiperidine-1-carbonitrile C1(=CC=C(C=C1)C1=NN=C(O1)C1(CN(CCC1)C#N)F)C1=CC=CC=C1